2-allyl-1-[m-(1-methyl-4-piperidyloxy)phenyl]-6-(2-methyl-4-pyridylamino)-1,2-dihydro-3H-1,2,5,7-tetraazainden-3-one C(C=C)N1N(C2=NC(=NC=C2C1=O)NC1=CC(=NC=C1)C)C1=CC(=CC=C1)OC1CCN(CC1)C